O=C1C2=CC=CC(=C2C(C=2C(=CC(=CC12)C(=O)OC)OCCCC=C)=O)OCCCC=C methyl 9,10-dioxo-4,5-bis(pent-4-en-1-yloxy)-9,10-dihydroanthracene-2-carboxylate